C(C1=CC=C(C(=O)[O-])C=C1)(=O)OC1N(C(OC1)(C)C)CCO 2,2-dimethyl-N-hydroxyethyl-1,3-oxazolidinyl terephthalate